(6-(2,2-Dimethylpyrrolidin-1-yl)-1-oxo-2,3-dihydro-1H-pyrrolo[3,4-c]pyridin-4-yl)methyl mesylate S(C)(=O)(=O)OCC1=NC(=CC2=C1CNC2=O)N2C(CCC2)(C)C